C1=PC=PC=P1 2,4,6-triphosphorine